NC1=NC=C(C2=C1C(=NN2)C2=CC=C(C=C2)CC(=O)NC2=NOC(=C2)C(C)(C)C)C#C[Si](C)(C)C 2-[4-[4-amino-7-(2-trimethylsilylethynyl)-1H-pyrazolo[4,3-c]pyridin-3-yl]phenyl]-N-(5-tert-butylisoxazol-3-yl)acetamide